N=1C=2N(C=CC1)C1=C(N2)C=CC(=C1)C1=CC2=C(N(C1=O)C1=CC=C(C=C1)OC(F)F)N=C(S2)OCC 6-(benzo[4,5]imidazo[1,2-a]pyrimidin-7-yl)-4-(4-(difluoromethoxy)phenyl)-2-ethoxythiazolo[4,5-b]pyridin-5(4H)-one